2-(3-fluorophenyl)-N-(1H-indazol-5-yl)acetamide FC=1C=C(C=CC1)CC(=O)NC=1C=C2C=NNC2=CC1